C(C)(=O)OCC(=O)C1=C(C=C(C=C1)Cl)F (4-chloro-2-fluorophenyl)-2-oxoethyl acetate